CC1(CC1)C(=O)NCC=1NC2=CC(=CC=C2C1)OCC1COCC1 1-methyl-N-((6-((tetrahydrofuran-3-yl)methoxy)-1H-indol-2-yl)methyl)cyclopropane-1-carboxamide